O=C1N(CCC(N1)=O)C1=C2C=CC(=CC2=CC=C1)N1CCN(CC1)C(=O)OC(C)(C)C tert-butyl {4-[5-(2,4-dioxo-1,3-diazinan-1-yl) naphthalen-2-yl]piperazin-1-yl}formate